(2-fluorobenzyl)zinc (II) chloride [Cl-].FC1=C(C[Zn+])C=CC=C1